C1=CC=CC2=C(C3=CC=CC=C3C(=C12)C1=CC=C(C(=O)O)C=C1)C1=CC=C(C(=O)O)C=C1 4,4'-(9,10-anthracenediyl)dibenzoic acid